(3R,4R)-4-[1-[1-(2,6-dioxo-3-piperidyl)-3-methyl-2-oxo-benzoimidazol-4-yl]azetidin-3-yl]oxy-3-fluoro-piperidine-1-carboxylic acid tert-butyl ester C(C)(C)(C)OC(=O)N1C[C@H]([C@@H](CC1)OC1CN(C1)C1=CC=CC=2N(C(N(C21)C)=O)C2C(NC(CC2)=O)=O)F